2-(3-(1',2'-Dihydrospiro[cyclopropane-1,3'-pyrrolo[2,3-b]pyridin]-5'-yl)-1H-indol-5-yl)acetonitrile N1CC2(C=3C1=NC=C(C3)C3=CNC1=CC=C(C=C31)CC#N)CC2